CC1CC2C(CC1C(=O)OCC1CC3C(C(C1)C)O3)O2 4-epoxy-6-methyl-cyclohexylmethyl 3,4-epoxy-6-methylcyclohexane-carboxylate